(1R,2S,3R,5R)-3-((E)-6-hydrazineylidene-3,6-dihydro-9H-purin-9-yl)-5-((S)-4,4,4-trifluoro-1-hydroxybut-2-yn-1-yl)cyclopentane-1,2-diol N(/N)=C\1/C=2N=CN(C2NC=N1)[C@H]1[C@@H]([C@@H]([C@H](C1)[C@@H](C#CC(F)(F)F)O)O)O